[C@H]12[C@@H](C[C@H](CC1)O2)N(C(C2=C(C=CC(=C2)F)OC=2C(=NC=NC2)Cl)=O)C(C)C N-((1R,2R,4S)-7-oxabicyclo[2.2.1]heptan-2-yl)-2-((4-chloropyrimidin-5-yl)oxy)-5-fluoro-N-isopropylbenzamide